FC1(CN(CCC1=O)C(=O)OCCCC)C butyl 3-fluoro-3-methyl-4-oxopiperidine-1-carboxylate